C1=C(C=CC2=CC=CC=C12)C(=O)N[C@@H](C(=O)N1[C@@H](C[C@@H](C1)N1N=NC=C1C(C)(C)O)C(=O)N[C@@]1(CCOCCC1)C(C(=O)N)=O)CC1CCCCC1 (2S,4S)-1-((R)-2-(2-Naphthamido)-3-cyclohexylpropanoyl)-N-((S)-4-(2-amino-2-oxoacetyl)oxepan-4-yl)-4-(5-(2-hydroxypropan-2-yl)-1H-1,2,3-triazol-1-yl)pyrrolidin-2-carboxamid